C(CCC)[Sn](OC(C)(C)C)(OC(C)(C)C)OC(C)(C)C n-butyl-tris(t-butoxy)tin